[N+]12(CCN(CC1)CC2)C2=NC(=C(C1=CC3=C(C=C21)N(N=C3)C3OCCCC3)C3=CC=C(C=C3)Cl)C3CCOCC3 8-(4-aza-1-azoniabicyclo[2.2.2]oct-1-yl)-5-(4-chlorophenyl)-1-tetrahydropyran-2-yl-6-tetrahydropyran-4-yl-pyrazolo[4,3-g]isoquinoline